BrC1=C(C(=O)OC(C)(C)C)C(=CC(=C1)F)COCC1CN(CC12CN(C2)C(C(C(F)(F)F)(C)C)=O)C(=O)C=2C=NN(C2)CC2=CC=C(C=C2)F tertbutyl 2-bromo-4-fluoro-6-(((6-(1-(4-fluorobenzyl)-1H-pyrazole-4-carbonyl)-2-(3,3,3-trifluoro-2,2-dimethylpropanoyl)-2,6-diazaspiro[3.4]octan-8-yl)methoxy)methyl)benzoate